2-{4-[(2R)-1-(4-methyl-4H-1,2,4-triazol-3-yl)propan-2-yl]-6-(oxetan-3-yloxy)pyridin-2-yl}-4-(trifluoromethyl)-2,3-dihydro-1H-isoindol-1-one CN1C(=NN=C1)C[C@@H](C)C1=CC(=NC(=C1)OC1COC1)N1C(C2=CC=CC(=C2C1)C(F)(F)F)=O